BrC1=CC=C2C(CC=3C(=NOC3C2=C1)N)C(C)(F)F 8-bromo-5-(1,1-difluoroethyl)-4,5-dihydronaphtho[2,1-d]isoxazol-3-amine